C(C)S(=O)(=N)C1=C(C=C(NC=2C(=NC(=C(N2)C)C2=CC=CC=3N(C=NC32)C)C(=O)OC)C=C1C)C methyl 3-[4-(ethylsulfonimidoyl)-3,5-dimethyl-anilino]-5-methyl-6-(1-methylbenzimidazol-4-yl)pyrazine-2-carboxylate